C12CN(CC(N1)C2)C2CC(C2)C(=O)N 3-{3,6-diazabicyclo[3.1.1]heptan-3-yl}cyclobutane-1-carboxamide